(5-(Bis(4-chlorophenyl)methyl)-3-methylthiophene-2-carbonyl)-l-arginin ClC1=CC=C(C=C1)C(C1=CC(=C(S1)C(=O)N[C@@H](CCCNC(N)=N)C(=O)O)C)C1=CC=C(C=C1)Cl